S1C=NC2=C1C=CC(=C2)[C@H](C)N2CCN(CC2)C2=NC=C(C=N2)[S@@](=NC(C(F)(F)F)=O)(=O)C N-((S)-(2-(4-((S)-1-(benzo[d]thiazol-5-yl)ethyl)piperazin-1-yl)pyrimidin-5-yl)(methyl)(oxo)-λ6-sulfanylidene)-2,2,2-trifluoroacetamide